CN1C(=C(C2=CC(=CC=C12)[N+](=O)[O-])C)C 1,2,3-trimethyl-5-nitro-1H-indole